bisphenol a diacrylate C(C=C)(=O)O.C(C=C)(=O)O.OC1=CC=C(C=C1)C(C)(C)C1=CC=C(C=C1)O